C(C)(C)(C)C1=C(C=CC=C1)S(=O)C1=CC=C(C=C1)C1=CC=CC=C1 4-[(2-tert-butylphenyl)thionyl]biphenyl